CCCCCCCCCCCCCCCCCCCCC(=O)O[C@H](COC(=O)CCCC/C=C\C/C=C\C/C=C\CCCCC)COP(=O)(O)OC[C@@H](C(=O)O)N 1-(6Z,9Z,12Z-octadecatrienoyl)-2-heneicosanoyl-glycero-3-phosphoserine